BUTYLSULFATE C(CCC)OS(=O)(=O)[O-]